ClC=1C(=C2C=NNC2=C(C1F)N1C=CC=C1)C1=CC=2N(C=C1)N=C(C2)NC(=O)C2C(C2)F N-(5-(5-chloro-6-fluoro-7-(1H-pyrrol-1-yl)-1H-indazol-4-yl)pyrazolo[1,5-a]pyridin-2-yl)-2-fluorocyclopropane-1-carboxamide